C1(C(CC1)O)O cyclobutane-1,2-diol